C(CCC)[C@@]1([C@H](O)[C@H](O)[C@@H](CO)O1)N1C=NC=2C(N)=NC=NC12 butyl-adenosine